CC1(CCN(CC1)C=1N=C2N(C(C1C)=O)C=CC=C2C(C)NC2=C(C(=O)O)C=CC=C2)C 2-((1-(2-(4,4-dimethylpiperidin-1-yl)-3-methyl-4-oxo-4H-pyrido[1,2-a]pyrimidin-9-yl)ethyl)amino)benzoic acid